BrC(C(=O)OCCCC)CCC(=O)OCCCC dibutyl 2-bromopentanedioate